3-fluoro-4-chloro-2-hydroxy-4,5,6-trimethoxychalcone FC1C(=C(C(=C(C1(OC)Cl)OC)OC)\C=C\C(=O)C1=CC=CC=C1)O